(2,2-bis(hydroxymethyl)propionic acid) azide OCC(C(=O)N=[N+]=[N-])(C)CO